NC1=C(N=NC=C1)C(=O)N Amino-pyridazine-3-carboxamide